FC1=C2CN(CC2=CC(=C1)F)C(=O)NC1=CC=C(C=C1)C1CCC(CC1)C(NCCOCCO)=O 4,6-DIFLUORO-N-(4-((1R,4R)-4-((2-(2-HYDROXY-ETHOXY)ETHYL)CARBAMOYL)CYCLOHEXYL)PHENYL)ISOINDOLINE-2-CARBOXAMIDE